1-ethyl-3-(3-(7-hydroxy-3,7-dihydro-[1,2]oxaborinino[5,6-d]pyrrolo[2,3-b]pyridin-9-yl)cyclobutyl)urea C(C)NC(=O)NC1CC(C1)C1=CB(OC=2C1=C1C(=NC2)NC=C1)O